O=C(CCNCC1=NNC(C(=C1)C(F)(F)F)=O)N1CCN(CC1)C1=NC=C(C=N1)C(F)(F)F 3-[[[3-oxo-3-[4-[5-(trifluoromethyl)pyrimidin-2-yl]piperazin-1-yl]propyl]amino]methyl]-5-(trifluoromethyl)-1H-pyridazin-6-one